BrC=1C=C2C(=NN(C2=CC1)C)OC 5-bromo-3-methoxy-1-methyl-indazole